1-cyanomethyl-3-methylimidazole C(#N)CN1CN(C=C1)C